bipyridine-5,5'-diacetonitrile N1=C(C=CC(=C1)CC#N)C1=NC=C(C=C1)CC#N